BrC1=C(C=CC2=C1C=C(O2)C(=O)N)N2CCN(CC2)CC2=CC(=CC(=C2)F)F 4-bromo-5-[4-(3,5-difluoro-benzyl)-piperazin-1-yl]-benzofuran-2-carboxylic acid amide